(2S,4R)-1-(2-(3-acetyl-5-(2-cyclopropylpyrazolo[1,5-a]pyrimidin-6-yl)-1H-indazol-1-yl)acetyl)-4-fluoro-N-(6-(trifluoromethoxy)pyridin-2-yl)pyrrolidine-2-carboxamide C(C)(=O)C1=NN(C2=CC=C(C=C12)C=1C=NC=2N(C1)N=C(C2)C2CC2)CC(=O)N2[C@@H](C[C@H](C2)F)C(=O)NC2=NC(=CC=C2)OC(F)(F)F